hexaazapentacene C1=CC=C2C=C3C(=CC2=C1)C=C4C=C5C(=NC4=N3)N=NN=N5